C(C1=CC=CC=C1)N1C2=C(C=3C=CC=CC13)N=NC(=N2)N\N=C\C2=C(C=C(C=C2)O)O (E)-4-((2-(5-benzyl-5H-[1,2,4]triazino[5,6-b]indol-3-yl)hydrazono)methyl)benzene-1,3-diol